4-(5-((1R,3S,5s,7s)-5-amino-2-azaadamantan-2-yl)pyrazin-2-yl)-6-ethoxypyrazolo[1,5-a]pyridine-3-carbonitrile NC12C[C@H]3N([C@H](CC(C1)C3)C2)C=2N=CC(=NC2)C=2C=3N(C=C(C2)OCC)N=CC3C#N